C(C)(=O)C=1C=C(NC1)C(=O)Cl 4-acetyl-1H-pyrrole-2-carbonyl chloride